2-(4-((4-((1-Isobutyl-3,5-dimethyl-1H-pyrazol-4-yl)amino)quinazolin-2-yl)amino)phenyl)acetonitrile C(C(C)C)N1N=C(C(=C1C)NC1=NC(=NC2=CC=CC=C12)NC1=CC=C(C=C1)CC#N)C